COC1=CC=C(C=C1)C1=NOC(=N1)N1CCN(CC1)C(=O)NCC1CNCC1 4-(3-(4-methoxyphenyl)-1,2,4-oxadiazol-5-yl)-N-(pyrrolidin-3-yl-methyl)piperazine-1-carboxamide